N1(CCOCC1)C1=CC=2NC(N=CC2N=C1)=O 7-(morpholin-4-yl)pyrido[3,2-d]pyrimidin-2(1H)-one